C1(CC1)C1=NC=NC(=C1C1=NC=2N(CC=NC2C=N1)CC1=CC=C(C=C1)C=1N(C=C(N1)C(F)(F)F)C)OC 2-(4-cyclopropyl-6-methoxypyrimidin-5-yl)-8-(4-(1-methyl-4-(trifluoromethyl)-1H-imidazol-2-yl)benzyl)-7,8-dihydropteridin